Methoxyacetic acid, hexyl ester COCC(=O)OCCCCCC